FC1=CC=CC(=N1)CN1C2=C(C3=CC=CC(=C13)C(=O)O)CCCC(C2)CCCCCC 5-[(6-fluoropyridin-2-yl)methyl]-7-hexyl-5H,6H,7H,9H,10H-cyclohepta[b]indole-4-carboxylic acid